3-((4-isopropyl-1-methylcyclohex-2-en-1-yl)thio)propanenitrile C(C)(C)C1C=CC(CC1)(C)SCCC#N